CSC=1N=NN(C1)CCC[Si](OCC)(OCC)OCC 4-methylthio-1-[3-(triethoxysilyl)propyl]-1,2,3-triazole